tert-Butyl 3-{[(4-methylbenzenesulfonyl)oxy]methyl}piperidine-1-carboxylate CC1=CC=C(C=C1)S(=O)(=O)OCC1CN(CCC1)C(=O)OC(C)(C)C